COC=1C=C(C(=O)NC)C=CC1NCC#CC=1N(C2=CC=CC(=C2C1)NC1CCC(CC1)N1CC2(C1)CCOCC2)CC(F)(F)F 3-methoxy-N-methyl-4-{[3-(4-{[(1S,4S)-4-{7-oxa-2-azaspiro[3.5]nonan-2-yl}cyclohexyl]amino}-1-(2,2,2-trifluoroethyl)-1H-indol-2-yl)prop-2-yn-1-yl]amino}benzamide